11-piperazino-5H-dibenzo[b,e][1,4]diazepine N1(CCNCC1)C=1C2=C(NC3=C(N1)C=CC=C3)C=CC=C2